(R)-(5-(1-(difluoromethyl)-1H-pyrazol-4-yl)-1,3,4-oxadiazol-2-yl)(4-(4-(trifluoromethyl)pyrazolo[1,5-a]pyridin-2-yl)-6,7-dihydro-1H-imidazo[4,5-c]pyridin-5(4H)-yl)methanone FC(N1N=CC(=C1)C1=NN=C(O1)C(=O)N1[C@H](C2=C(CC1)NC=N2)C2=NN1C(C(=CC=C1)C(F)(F)F)=C2)F